7-(1-acryloylpyrrolidin-3-yl)-2-(4-(4-methoxyphenoxy)phenyl)-1H-imidazo[1,2-b]Pyrazole-3-carboxamide C(C=C)(=O)N1CC(CC1)C1=C2N(N=C1)C(=C(N2)C2=CC=C(C=C2)OC2=CC=C(C=C2)OC)C(=O)N